4-(4-cyclopropyl-1H-imidazol-1-yl)-N-(6-(4-isopropyl-4H-1,2,4-triazol-3-yl)pyridin-2-yl)benzofuran-2-carboxamide C1(CC1)C=1N=CN(C1)C1=CC=CC2=C1C=C(O2)C(=O)NC2=NC(=CC=C2)C2=NN=CN2C(C)C